BrC=1C(=NC(=NC1)C1=CC=CC=C1)C1=CC=CC=C1 5-bromo-2,4-diphenylpyrimidine